C(C)(C)(C)OC(=O)NCC1=CC=C(C=C1)NC(=O)C1=CC2=C(O[C@@H](CC3=C2SC=C3)C)C=C1C=1C(=NC(=CC1)C(NCCC)=O)C(=O)OC methyl (R)-3-(9-((4-(((tert-butoxycarbonyl)amino)methyl)phenyl)carbamoyl)-5-methyl-4,5-dihydrobenzo[b]thieno[2,3-d]oxepin-8-yl)-6-(propylcarbamoyl)picolinate